(5'S,7a'R)-1-[4-(1,1-difluoroethyl)pyridin-2-yl]-5'-phenyltetrahydro-3'H-spiro[piperidine-4,2'-pyrrolo[2,1-b][1,3]oxazol]-3'-one FC(C)(F)C1=CC(=NC=C1)N1CCC2(C(N3[C@H](O2)CC[C@H]3C3=CC=CC=C3)=O)CC1